ClC=1C=C(C=CC1)[C@@H]1[C@H](C1)C(=O)NC1=NC=CC(=C1)NCC=1N=C2N(C=C(C=C2N2CCN(CC2)CCOC)C2CC2)C1 (1S,2S)-2-(3-chlorophenyl)-N-(4-(((6-cyclopropyl-8-(4-(2-methoxyethyl)piperazin-1-yl)imidazo[1,2-a]pyridin-2-yl)methyl)amino)pyridin-2-yl)cyclopropane-1-carboxamide